tert-butyl (2S,4R)-2-carbamoyl-4-hydroxypyrrolidine-1-carboxylate C(N)(=O)[C@H]1N(C[C@@H](C1)O)C(=O)OC(C)(C)C